C(C)(C)(C)O[C@H]1[C@@H](C[C@H]2N(CCC3=CC(=C(C=C23)OC)OC[C@@H]2C(C2)(C)C)C1)O (2r,3r,11br)-3-(tert-butoxy)-9-(((S)-2,2-dimethylcyclopropyl)methoxy)-10-methoxy-1,3,4,6,7,11b-hexahydro-2H-pyrido[2,1-a]isoquinolin-2-ol